7β,19-epoxy-cholest-4-en-3,6-dione CC(C)CCC[C@@H](C)[C@H]1CC[C@H]2[C@@H]3[C@@H]4C(C5=CC(CC[C@]5(CO4)[C@H]3CC[C@]12C)=O)=O